COC=1C=C(C=CC1OC)S(=O)(=O)N[C@@H](CC(C)C)C(=O)OC methyl ((3,4-dimethoxyphenyl)sulfonyl)-L-leucinate